7-{8-chloro-1H,2H,3H-pyrido[2,3-b][1,4]oxazin-7-yl}-N-[4-(methanesulfonylmethyl)-3-methylphenyl]-5H,6H,7H,8H-pyrido[3,4-d]pyrimidin-2-amine ClC1=C(C=NC=2OCCNC21)N2CC=1N=C(N=CC1CC2)NC2=CC(=C(C=C2)CS(=O)(=O)C)C